1,3,7-trioxocane O1COCCCOC1